tert-butyl (S)-3-fluoro-3-(4-fluorophenyl)-2-oxoindoline-1-carboxylate F[C@@]1(C(N(C2=CC=CC=C12)C(=O)OC(C)(C)C)=O)C1=CC=C(C=C1)F